ClC=1N=CC(=NC1)C=1C=C2C(=NC1)NC=C2C(=O)C=2C(=C(C(=CC2)F)NS(=O)(=O)CCC)F N-(3-(5-(5-chloropyrazin-2-yl)-1H-pyrrolo[2,3-b]pyridine-3-carbonyl)-2,6-difluorophenyl)propane-1-sulfonamide